BrC1=CC(=C(C(=O)NC[C@@H](C)O)C=C1)C (R)-4-bromo-N-(2-hydroxypropyl)-2-methylbenzamide